C(C)OC(=O)C1=C(N=C(S1)N(C(CCNC(C1=CC(=CC=C1)C1=NOC(=N1)C)=O)=O)CCC)C Ethyl-4-methyl-2-(3-(3-(5-methyl-1,2,4-oxadiazol-3-yl)benzamido)-N-propylpropanamido)thiazole-5-carboxylate